ClCCC1=C(C=O)C=C(C(=C1)OC)OC 2-(2-chloroethyl)-4,5-dimethoxybenzaldehyde